[Na].[N+](=O)([O-])C1=C(C=CC=C1)O 2-nitrophenol sodium salt